N1(C=NC=C1)C=1C=C(C(=O)NC2=CC(=NC=C2)C(F)(F)F)C=C(C1)N1C[C@H](CC1)COC 3-(imidazol-1-yl)-5-[(3S)-3-(methoxymethyl)pyrrolidin-1-yl]-N-[2-(trifluoromethyl)pyridin-4-yl]benzamide